(2S,4R)-N-[(S)-(4-cyclopropyl-3-fluorophenyl)(phenyl)methyl]-4-fluoro-1-[2-(3-methyl-2,4-dioxo-1,2,3,4-tetrahydropyrimidin-1-yl)acetyl]pyrrolidine-2-carboxamide C1(CC1)C1=C(C=C(C=C1)[C@@H](NC(=O)[C@H]1N(C[C@@H](C1)F)C(CN1C(N(C(C=C1)=O)C)=O)=O)C1=CC=CC=C1)F